[Br-].CC=1N=C(SC1C)N1N([NH2+]C(=C1)C1=CC=CC=C1)C1=CC=CC=C1 3-(4,5-dimethylthiazol-2-yl)-2,5-diphenyl-triazolium bromide